6-thienyl-pyridone tert-butyl-N-[[4-(3,5-dimethyl-1H-pyrazol-4-yl)phenyl]methyl]carbamate C(C)(C)(C)OC(NCC1=CC=C(C=C1)C=1C(=NNC1C)C)=O.S1C(=CC=C1)C1=CC=CC(N1)=O